C(C)(C)(C)OC(=O)N1CC(C1)OC=1C=CC2=C(N=CO2)C1 3-(benzo[d]oxazol-5-yloxy)azetidine-1-carboxylic acid tert-butyl ester